C(C)(C)(C)OC(N[C@@H]1C(N(C2=C(OC1)C=CC(=C2)OCC2=CC(=NC=C2)F)C)=O)=O (S)-(7-((2-Fluoropyridin-4-yl)methoxy)-5-methyl-4-oxo-2,3,4,5-tetrahydrobenzo[b][1,4]oxazepin-3-yl)carbamic acid tert-butyl ester